benzyl (R)-3-(2-hydroxyethyl)piperazine-1-carboxylate OCC[C@@H]1CN(CCN1)C(=O)OCC1=CC=CC=C1